1,1,1,2,2,4,4,4-octafluoro-3-(2,2,2-trifluoroethoxy)-3-(trifluoromethyl)butane FC(C(C(C(F)(F)F)(C(F)(F)F)OCC(F)(F)F)(F)F)(F)F